(cis)-2-oxo-6-({[(cis)-4-phenylcyclohexyl]oxy}methyl)-3-oxa-1,7-diazaspiro[4.5]decane-7-carboxylic acid tert-butyl ester C(C)(C)(C)OC(=O)N1C(C2(COC(N2)=O)CCC1)CO[C@@H]1CC[C@@H](CC1)C1=CC=CC=C1